Trans-racemic-benzyl-5-((tert-butoxycarbonyl)amino)-2-((S)-1-((tert-butyldimethylsilyl)oxy)eth-yl)piperidine-1-carboxylate C(C1=CC=CC=C1)OC(=O)N1[C@H](CC[C@@H](C1)NC(=O)OC(C)(C)C)[C@H](C)O[Si](C)(C)C(C)(C)C |r|